C(C1=CC=CC=C1)N1N=CC(=C1)C(=O)NC=1C=C(C=C(C1)C(F)(F)F)NC(=O)[N-]C1=C[N+](=NO1)CC1=NC=CC=C1 ((3-(1-Benzyl-1H-pyrazole-4-carboxamido)-5-(trifluoromethyl)phenyl)carbamoyl)(3-(pyridin-2-ylmethyl)-1,2,3-oxadiazol-3-ium-5-yl)amide